C(C)(C)(C)N(C(O)=O)CCCCCN1N=CC=2N=C(CC(=CC21)C(N(CCC)CCCNC(=O)OC2CCC2)=O)N.ClC2=NN(C1=CC=C(C(=C21)CC=O)Cl)C 2-(3,5-dichloro-1-methyl-indazol-4-yl)ethanone tert-butyl-(5-(5-amino-7-((3-((cyclobutoxycarbonyl)amino)propyl)(propyl)carbamoyl)pyrazolo[4,3-b]azepin-1(6H)-yl)pentyl)carbamate